OCCN(C(=O)C=1OC=CC1)C1CCSCC1 N-(2-hydroxyethyl)-N-(tetrahydro-2H-thiopyran-4-yl)furan-2-carboxamide